N-(3-Chloro-2-fluoro-1H-indol-7-yl)-1-methyl-pyrazol-4-sulfonamid ClC1=C(NC2=C(C=CC=C12)NS(=O)(=O)C=1C=NN(C1)C)F